3-[3-(3,4-Difluoro-benzyl)-3H-imidazo[4,5-b]pyridin-2-yl]-N-[1-(4-fluoro-phenyl)-2-hydroxy-ethyl]-propionamide FC=1C=C(CN2C(=NC=3C2=NC=CC3)CCC(=O)NC(CO)C3=CC=C(C=C3)F)C=CC1F